NO[C@](C(=O)OC(C)(C)C)(COC1=CC=C(C=C1)C=1C=NC(=CC1)NCCNC(=O)OC(C)(C)C)C (S)-tert-butyl 2-(aminooxy)-3-(4-(6-((2-((tert-butoxycarbonyl) amino) ethyl) amino) pyridin-3-yl) phenoxy)-2-methylpropionate